C1=C(C=CC2=CC=CC=C12)S/C(=C/C(=O)C1=CC=CC=C1)/[Si](C)(C)C (E)-3-(Naphthalen-2-ylthio)-1-phenyl-3-(trimethylsilyl)prop-2-en-1-one